C1(CC1)C=1SC(=CN1)C=1C=C(C=CC1)N(C(=O)[C@@H]1CC[C@H](CC1)O)CC12CCC(CC1)(CC2)C=2C=NC(=CC2)N(C)C trans-N-(3-(2-Cyclopropylthiazol-5-yl)phenyl)-N-((4-(6-(dimethylamino)pyridin-3-yl)bicyclo[2.2.2]octan-1-yl)methyl)-4-hydroxycyclohexanecarboxamide